7-(2,3-Dihydro-1H-inden-4-yl)-3-(isoquinolin-4-yl)quinazoline-2,4(1H,3H)-dione C1CCC2=C(C=CC=C12)C1=CC=C2C(N(C(NC2=C1)=O)C1=CN=CC2=CC=CC=C12)=O